2-[2-(2-levulinoxyethoxy)ethoxy]ethyl 3-mercaptopropionate SCCC(=O)OCCOCCOCCOC(CCC(=O)C)=O